6-[4-[acetyl-(cyclopropylmethyl)amino]-3-chloro-phenyl]-N-(4-pyridyl)pyridine-3-carboxamide C(C)(=O)N(C1=C(C=C(C=C1)C1=CC=C(C=N1)C(=O)NC1=CC=NC=C1)Cl)CC1CC1